sodium thyronine N[C@@H](CC1=CC=C(C=C1)OC1=CC=C(C=C1)O)C(=O)O.[Na]